C1(=CC=CC2=CC=CC=C12)C1(CC=C(O)C=C1)O 4-naphthyl-hydroquinone